triethyl[(trimethoxysilyl)methylbis(allyldimethylsilyl)cyclopentadienyl]platinum(IV) C(C)[Pt](C1(C(=C(C=C1)C[Si](OC)(OC)OC)[Si](C)(C)CC=C)[Si](CC=C)(C)C)(CC)CC